C(=C)C=1C=C(C=CC1)[Si](O[Si](C)(C)C)(O[Si](C)(C)C)O[Si](C)(C)C m-vinylphenyltris(trimethylsiloxy)silane